1,1-dioxothiacyclohexan-4-one O=S1(CCC(CC1)=O)=O